FS(C1=CC=C(C=C1)CN)(F)(F)(F)F [4-(pentafluoro-λ6-sulfanyl)phenyl]methanamine